CN(C(OC1=C2N(N=CC1=O)[C@H]([C@@H]1N(C2=O)CCC1)[C@H](C1=CC(=CC=C1)F)C1=C(C(=CC=C1)F)F)=O)C (9aR,10S)-10-((R)-(2,3-difluorophenyl)(3-fluorophenyl)methyl)-3,5-dioxo-3,5,8,9,9a,10-hexahydro-7H-pyrrolo[1',2':4,5]pyrazino[1,2-b]pyridazin-4-yl dimethylcarbamate